4-((4-cyclohexylphenyl)amino)-6-isopropyl-2-morpholino-5,6-dihydro-7H-pyrrolo[3,4-d]pyrimidin-7-one C1(CCCCC1)C1=CC=C(C=C1)NC=1C2=C(N=C(N1)N1CCOCC1)C(N(C2)C(C)C)=O